N-(3-(3-((2-(dimethylamino)ethyl)amino)-6-(pyrazolo[1,5-a]pyrimidin-3-yl)-1H-pyrazolo[4,3-c]pyridin-1-yl)-4-methoxyphenyl)methanesulfonamide CN(CCNC1=NN(C2=C1C=NC(=C2)C=2C=NN1C2N=CC=C1)C=1C=C(C=CC1OC)NS(=O)(=O)C)C